C(#N)C=1C=C2[C@@H]([C@H]([C@@H](NC2=CC1)C1CC1)C)NC(OCC1=CC=CC=C1)=O |r| rac-benzyl ((2S,3S,4R)-6-cyano-2-cyclopropyl-3-methyl-1,2,3,4-tetrahydroquinolin-4-yl)carbamate